N-[5-(sulfamoyl)-4-methyl-1,3-thiazol-2-yl]-N-methyl-2-[4-(2-pyridyl)phenyl]acetamide monomesylate monohydrate O.S(C)(=O)(=O)O.S(N)(=O)(=O)C1=C(N=C(S1)N(C(CC1=CC=C(C=C1)C1=NC=CC=C1)=O)C)C